Cl.Cl.NC=1C=C(C=CC1)NC1=CC(=CC=C1)N N1-(3-aminophenyl)benzene-1,3-diamine dihydrochloride